3-[3-(2-Chloro-6-methyl-4-pyridyl)-5-[[(2R)-2-hydroxypropyl]amino]pyrazolo[1,5-a]pyrimidin-2-yl]benzonitrile ClC1=NC(=CC(=C1)C=1C(=NN2C1N=C(C=C2)NC[C@@H](C)O)C=2C=C(C#N)C=CC2)C